1-benzyl-3,3-difluorooctahydro-1H-pyrrolo[2,3-c]pyridine hydrochloride Cl.C(C1=CC=CC=C1)N1CC(C2C1CNCC2)(F)F